(3-hydroxycyclobutyl)-2-methoxy-benzenesulfonamide OC1CC(C1)C=1C(=C(C=CC1)S(=O)(=O)N)OC